N-[(furan-3-yl)methyl]-3-[(6-phenylpyridazin-3-yl)amino]benzamide O1C=C(C=C1)CNC(C1=CC(=CC=C1)NC=1N=NC(=CC1)C1=CC=CC=C1)=O